ClC1=CC=C(C=C1)C1C(NC2(CC2)C1)=O 6-(4-chlorophenyl)-4-azaspiro[2.4]heptane-5-one